1-((S)-tert-butylsulfinyl)-2,3,4,7-tetrahydro-1H-azepine C(C)(C)(C)[S@](=O)N1CCCC=CC1